[N+](=O)([O-])C=1C=C(C=CC1)C=1C=C2CN(CC2=CC1)C(=O)[C@H]1N(CCC1)C#N (S)-2-(5-(3-nitrophenyl)isoindoline-2-carbonyl)pyrrolidine-1-carbonitrile